tert-butyl 4-[2-(3-methylbenzoyl)hydrazinecarbonyl]piperidine-1-carboxylate CC=1C=C(C(=O)NNC(=O)C2CCN(CC2)C(=O)OC(C)(C)C)C=CC1